1-(4-(7-(2-chlorophenyl)-1-fluoro-3,8,9,10-tetrahydrocyclohepta[e]indazol-6-yl)phenyl)piperidine-4-carbaldehyde ClC1=C(C=CC=C1)C1=C(C2=C(C=3C(=NNC3C=C2)F)CCC1)C1=CC=C(C=C1)N1CCC(CC1)C=O